benzyl (1s,3R)-1-(((R)-tert-butylsulfinyl) amino)-2,2-difluoro-3-methyl-8-azaspiro[4.5]decane-8-carboxylate C(C)(C)(C)[S@@](=O)N[C@@H]1C([C@@H](CC12CCN(CC2)C(=O)OCC2=CC=CC=C2)C)(F)F